1-(4-(2-(2-(2-methoxyethoxy)ethoxy)ethyl)piperazin-1-yl)-3-(2-(trifluoromethyl)-10H-phenothiazin-10-yl)propan-2-ol COCCOCCOCCN1CCN(CC1)CC(CN1C2=CC=CC=C2SC=2C=CC(=CC12)C(F)(F)F)O